N[C@@H](CC(=O)Cl)C(=O)Cl mono-L-aspartic acid chloride